(3R*,4S*,5R*)-4-(4-methoxyphenyl)-5-methyl-2-oxopyrrolidine-3-carboxylic acid COC1=CC=C(C=C1)[C@@H]1[C@H](C(N[C@@H]1C)=O)C(=O)O |o1:8,9,12|